sodium (S)-3-(5-methyl-3'-(trifluoromethoxy)biphenyl-3-yl)-3-(3-(1-methyl-4-oxido-2-oxo-1,2-dihydropyridin-3-yl)ureido)propanoate CC=1C=C(C=C(C1)C1=CC(=CC=C1)OC(F)(F)F)[C@H](CC(=O)[O-])NC(=O)NC=1C(N(C=CC1[O-])C)=O.[Na+].[Na+]